CC(C)OC=1C=C2C=C(C=NC2=CC1)C1=NN2C(C3(CCC2)CCNCC3)=C1 2'-{6-[(propan-2-yl)oxy]quinolin-3-yl}-6',7'-dihydro-5'H-spiro[piperidine-4,4'-pyrazolo[1,5-a]pyridine]